5-Methyl-2-(1-methyl-1H-imidazol-2-yl)-6-(1-methyl-1H-pyrazol-3-yl)-N-(5-(pyridin-2-yl)-1H-pyrazol-3-yl)pyrrolo[2,1-f][1,2,4]triazin-4-amine CC=1C(=CN2N=C(N=C(C21)NC2=NNC(=C2)C2=NC=CC=C2)C=2N(C=CN2)C)C2=NN(C=C2)C